(4-[1-(4-hydroxyphenyl)-1-methylethyl]-phenoxy)-methane OC1=CC=C(C=C1)C(C)(C)C1=CC=C(OC)C=C1